FC=1C=CC2=C(NC(=N2)C2=NNC3=CC=C(C=C23)C(=O)NCCCO)C1 3-(6-fluoro-1H-benzo[d]imidazol-2-yl)-N-(3-hydroxypropyl)-1H-indazole-5-carboxamide